3-(9-phenyl-9H-carbazole-3-yl)carbazole C1(=CC=CC=C1)N1C2=CC=CC=C2C=2C=C(C=CC12)C=1C=CC=2NC3=CC=CC=C3C2C1